tungstic acid ammonium salt [NH3+][O].O.O.[OH-].[W+2]